2-cyano-5-ethoxypyrazine C(#N)C1=NC=C(N=C1)OCC